CC1=C(C=C(C=C1)C(F)(F)F)N1CCN(CC1)C(C#CC1=CC(=CC=C1)S(F)(F)(F)(F)F)=O 1-(4-(2-methyl-5-(trifluoromethyl)phenyl)-piperazine-1-yl)-3-(3-(pentafluoro-λ6-sulfaneyl)phenyl)prop-2-yn-1-one